5'-chloro-N-[(1-methyl-1H-imidazol-2-yl)methyl]-7'-oxo-N-(propan-2-yl)-7',8'-dihydro-6'H-spiro[cyclohexane-1,9'-furo[2,3-f]quinazoline]-2'-carboxamide ClC=1C=C2C(=C3C4(NC(NC13)=O)CCCCC4)OC(=C2)C(=O)N(C(C)C)CC=2N(C=CN2)C